C(CN(CC(NC1=CC=CC=2C(C3=CC=CC=C3C(C12)=O)=O)=O)CC(=O)O)N(CC(=O)NC1=CC=CC=2C(C3=CC=CC=C3C(C12)=O)=O)CC(=O)O ethane-1,2-diylbis((2-((9,10-dioxo-9,10-dihydroanthracen-1-yl)amino)-2-oxoethyl)azanediyl)diacetic Acid